N(=[N+]=[N-])CCN(C1=C(OC2=C1C=C(C=C2)C(F)(F)F)C(=O)OC)CC(C2CCC1(OCCO1)CC2)(F)F methyl 3-((2-azidoethyl) (2,2-difluoro-2-(1,4-dioxaspiro[4.5]decan-8-yl)ethyl) amino)-5-(trifluoromethyl)benzofuran-2-carboxylate